C1(CC1)CCN1C(=CC=2C1=NC(=CC2)CC)C=2N=C1N(C(=CC(=C1)C=O)OC)C2C [2-[1-(2-cyclopropylethyl)-6-ethylpyrrolo[2,3-b]pyridin-2-yl]-5-methoxy-3-methylimidazo[1,2-a]pyridin-7-yl]methanone